(R)-N-(1-Cyanocyclopropyl)-9-(5-(difluoromethyl)-1,3,4-thiadiazol-2-yl)-4-(1-(3-(dimethyl-amino)pyrrolidine-1-carbonyl)piperidin-4-yl)-9H-pyrimido[4,5-b]indole-7-sulfonamide C(#N)C1(CC1)NS(=O)(=O)C1=CC=C2C3=C(N(C2=C1)C=1SC(=NN1)C(F)F)N=CN=C3C3CCN(CC3)C(=O)N3C[C@@H](CC3)N(C)C